C1(CC1)N1C[C@H](OCC1)CNC1=CC(=C(C(=O)N)C=C1)OC=1C=C2C(=NC1)NC=C2 4-({[(2R)-4-cyclopropylmorpholin-2-yl]methyl}amino)-2-(1H-pyrrolo[2,3-b]pyridin-5-yloxy)benzamide